6-(2,8-dimethylimidazo[1,2-B]pyridazin-6-yl)-4-fluoro-2-(8-methyl-2,8-diazaspiro[4.5]dec-2-yl)benzo[d]oxazole CC=1N=C2N(N=C(C=C2C)C2=CC3=C(N=C(O3)N3CC4(CC3)CCN(CC4)C)C(=C2)F)C1